FC1=NC=CC(=C1)CN1C(=CC=C1)C(=O)NC=1SC=C(N1)/C=C/C=1N=C(N(C1)C(C)C)C(=O)OCC ethyl (E)-4-(2-(2-(1-((2-fluoropyridin-4-yl)methyl)-1H-pyrrole-2-carboxamido)thiazol-4-yl)vinyl)-1-isopropyl-1H-imidazole-2-carboxylate